N-(1-methylazetidin-3-yl)-5-[3-(piperidine-1-carbonyl)pyrazolo[1,5-a]pyridin-7-yl]pyridine-3-carboxamide CN1CC(C1)NC(=O)C=1C=NC=C(C1)C1=CC=CC=2N1N=CC2C(=O)N2CCCCC2